(3s,4s)-4-({5-fluoro-4-[4-fluoro-2-methyl-1-(propan-2-yl)-1H-benzimidazol-6-yl]pyrimidin-2-yl}amino)-1-(methylsulfonyl)piperidin-3-ol FC=1C(=NC(=NC1)N[C@@H]1[C@H](CN(CC1)S(=O)(=O)C)O)C=1C=C(C2=C(N(C(=N2)C)C(C)C)C1)F